ClC1=C(C(=O)NCC(C2=C(N=CS2)C(F)F)N2CCC(CC2)OC=2C(=NC=CC2)C#N)C(=CC=C1)F 2-Chloro-N-(2-{4-[(2-cyanopyridin-3-yl)oxy]piperidin-1-yl}-2-[4-(difluoromethyl)-1,3-thiazol-5-yl]ethyl)-6-fluorobenzamid